ClC=1N=C(C2=C(N1)C(=C(S2)C[C@H](C)NC2CCC2)C)NCC=2OC=CC2 2-chloro-6-[(2S)-2-(cyclobutylamino)propyl]N-[(furan-2-yl)methyl]-7-methylthieno[3,2-d]pyrimidin-4-amine